C(C)(C)(C)OC(=O)N1[C@H](C[C@H](C1)O[Si](C1=CC=CC=C1)(C1=CC=CC=C1)C(C)(C)C)CO (2R,4R)-4-((tert-butyldiphenylsilyl)oxy)-2-(hydroxymethyl)pyrrolidine-1-carboxylic acid tert-butyl ester